ClC1=C2C=CC=NC2=C(C=C1)OCC(=O)OCCCCOCC=C 4-allyloxybutyl (5-chloro-8-quinolineoxy)acetate